trans-{4-[4-(3-Hydroxy-oxetan-3-yl)-benzyl]-cyclohexyl}-[(S)-3-(2-methyl-thiazol-4-yl)-isoxazolidin-2-yl]-methanone OC1(COC1)C1=CC=C(C[C@@H]2CC[C@H](CC2)C(=O)N2OCC[C@H]2C=2N=C(SC2)C)C=C1